FC(C=1C=C(CNC(NCCCCCCCCCCCCCCC(=O)O)=O)C=CC1C(F)(F)F)(F)F 15-(3-(3,4-bis(trifluoromethyl)benzyl)ureido)pentadecanoic acid